furanone-d O1C(C(C=C1)[2H])=O